[Li+].FC1=C(C=CC(=C1)F)C1=NN=C(O1)C(=O)[O-] 5-(2,4-difluoro-phenyl)-[1,3,4]oxadiazole-2-carboxylic acid lithium salt